1-(2,6-dioxo-3-piperidyl)-4-fluorosulfonyloxy-3-methyl-2-oxo-5-(4-piperidyl)benzimidazole O=C1NC(CCC1N1C(N(C2=C1C=CC(=C2OS(=O)(=O)F)C2CCNCC2)C)=O)=O